1-(5-fluoro-2,3-dihydro-1H-inden-4-yl)-1-[1-(triphenylmethyl)imidazol-4-yl]ethanol FC=1C(=C2CCCC2=CC1)C(C)(O)C=1N=CN(C1)C(C1=CC=CC=C1)(C1=CC=CC=C1)C1=CC=CC=C1